ClC=1C=C(C=CC1C(=O)N1CCC(CC1)NC)NC(=O)C=1N(C(=CN1)C1=C(C(=C(C=C1)C=1C=NN(C1C)CCOC)F)F)C N-[3-chloro-4-[4-(methylamino)piperidine-1-carbonyl]phenyl]-5-[2,3-difluoro-4-[1-(2-methoxyethyl)-5-methyl-pyrazol-4-yl]phenyl]-1-methyl-imidazole-2-carboxamide